C(CCC)OCC=C monoallyl monobutyl ether